sodium 1-methylcyclopentan-1-olate CC1(CCCC1)[O-].[Na+]